2-phenyl-acetamidine C1(=CC=CC=C1)CC(=N)N